3-amino-N-(2-{9-amino-2,2,3,3-tetramethyl-1,4-dioxa-7-azaspiro[4.4]nonan-7-yl}-5,6,7,8-tetrahydroquinolin-6-yl)-5-fluoro-6-methylthieno[2,3-b]pyridine-2-carboxamide NC1=C(SC2=NC(=C(C=C21)F)C)C(=O)NC2CC=1C=CC(=NC1CC2)N2CC1(OC(C(O1)(C)C)(C)C)C(C2)N